2-[(E)-2-(2,3-dihydro-1,4-benzodioxin-6-yl)vinyl]4,4,5,5-tetramethyl-1,3,2-dioxaborolane O1CCOC2=C1C=CC(=C2)/C=C/B2OC(C(O2)(C)C)(C)C